ethyl (1s)-4-oxo-1,4-dihydropyridine-5-carboxylate O=C1C=CNC=C1C(=O)OCC